N-((1r,3r)-3-ethoxycyclobutyl)-6-((2-((3S,4R)-3-fluoro-4-hydroxy-3-methylpiperidin-1-yl)pyrimidin-4-yl)amino)-4-isopropyl-2,7-naphthyridine-1-carboxamide C(C)OC1CC(C1)NC(=O)C1=NC=C(C2=CC(=NC=C12)NC1=NC(=NC=C1)N1C[C@]([C@@H](CC1)O)(C)F)C(C)C